Ethyl 2-bromo-4-fluoro-5-nitrobenzoate BrC1=C(C(=O)OCC)C=C(C(=C1)F)[N+](=O)[O-]